C(#N)C1(CC1)C=1C=C(C(=NC1)C(=O)NC1=C(C=CC(=C1)SC(F)(F)F)O)SCC 5-(1-cyanocyclopropyl)-3-ethylsulfanyl-N-[2-hydroxy-5-(trifluoromethylsulfanyl)phenyl]Pyridine-2-carboxamide